ClC=1C=C(C=NC1N1N=CC=N1)NC(=O)C=1C=NN(C1C(F)(F)F)C1=NC=C(C=C1)C#N N-(5-Chloro-6-(2H-1,2,3-triazol-2-yl)pyridin-3-yl)-1-(5-cyanopyridin-2-yl)-5-(trifluoromethyl)-1H-pyrazole-4-carboxamide